OC=1C(=C(C2=C(CCC(O2)(C(=O)NC2=CC=CC=C2)C)C1C)C)C 6-hydroxy-2,5,7,8-tetramethyl-N-phenyl-3,4-dihydro-2H-1-benzopyran-2-carboxamide